(1aS,5aS)-2-Pyrazin-2-yl-1a,2,5,5a-tetrahydro-1H-2,3-diaza-cyclopropa[a]pentalene-4-carboxylic acid (1-pyridin-2-yl-cyclobutyl)-amide N1=C(C=CC=C1)C1(CCC1)NC(=O)C=1C=2C[C@H]3[C@@H](C2N(N1)C1=NC=CN=C1)C3